(2S,3R)-3-((2-aminopyridin-4-yl)methyl)-N2-(1-methyl-1H-imidazol-2-yl)-N1-((R)-1-(2,5-difluorophenyl)propyl)-N2-methyl-4-oxoazetidine-1,2-dicarboxamide NC1=NC=CC(=C1)C[C@@H]1[C@H](N(C1=O)C(=O)N[C@H](CC)C1=C(C=CC(=C1)F)F)C(=O)N(C)C=1N(C=CN1)C